(6-(5-chloropyridin-3-yl)pyrimidin-4-yl)cyclopropanecarboxamide ClC=1C=C(C=NC1)C1=CC(=NC=N1)C1(CC1)C(=O)N